(E)-5-(((tert-Butoxycarbonyl)amino)methyl)-2-(2-methoxyvinyl)benzoic acid C(C)(C)(C)OC(=O)NCC=1C=CC(=C(C(=O)O)C1)\C=C\OC